5-(2-cyclobutyl-7H-pyrrolo[2,3-d]pyrimidin-5-yl)-N-(2,2-difluoroethyl)pyrazolo[1,5-a]pyridine-3-carboxamide C1(CCC1)C=1N=CC2=C(N1)NC=C2C2=CC=1N(C=C2)N=CC1C(=O)NCC(F)F